COC1=C2C=C(NC2=C(C=C1)OC)C(=O)N1[C@@H](CN(C[C@H]1C)C(=O)OC(C)(C)C)C Tert-butyl (3R,5R)-4-(4,7-dimethoxy-1H-indole-2-carbonyl)-3,5-dimethylpiperazine-1-carboxylate